FC1=C(C=C(C=C1)C=1N=CNC1C1=CC=C2C=NNC2=C1)C 6-(4-(4-Fluoro-3-methylphenyl)-1H-imidazol-5-yl)-1H-indazole